C(C)(C)(C)C=1C=C(C=CC1OC(C1=CC(=C(C(=C1)C(C)(C)C)O)C(C)(C)C)=O)CCC(=O)OCCCC butyl 3-[3-tert-butyl-4-(3,5-di-tert-butyl-4-hydroxybenzoyloxy)phenyl]propionate